OC\C=C/CN1C(C2=CC=CC=C2C1=O)=O 2-[(Z)-4-hydroxybut-2-enyl]isoindoline-1,3-dione